4-[2-chloro-4-[[3-[1-(cyanomethyl)-3-(trifluoromethyl)pyrazol-4-yl]imidazo[1,2-a]pyrazin-8-yl]amino]benzoyl]-N-[(3R)-pyrrolidin-3-yl]piperazine-1-carboxamide formate C(=O)O.ClC1=C(C(=O)N2CCN(CC2)C(=O)N[C@H]2CNCC2)C=CC(=C1)NC=1C=2N(C=CN1)C(=CN2)C=2C(=NN(C2)CC#N)C(F)(F)F